(4-pyridyl)boranediol N1=CC=C(C=C1)B(O)O